methyl 4-(4-(2-amino-6-methylpyrimidin-4-yl)-1,4-oxazepan-3-yl)-3-chlorobenzoate NC1=NC(=CC(=N1)N1C(COCCC1)C1=C(C=C(C(=O)OC)C=C1)Cl)C